1,3,5-triazabenzene N1=CN=CN=C1